(R)-10-((5-chloro-2-(3-methyl-3,8-diazabicyclo[3.2.1]octan-8-yl)pyrimidin-4-yl)amino)-2-cyclopropyl-7-methyl-1,2,3,4-tetrahydro-[1,4]oxazepino[2,3-c]quinolin-6(7H)-one ClC=1C(=NC(=NC1)N1C2CN(CC1CC2)C)NC2=CC=1C3=C(C(N(C1C=C2)C)=O)OCC[C@@H](N3)C3CC3